4,4-divinyl-2,2-dithiol C(=C)C1(CSC=C1)C=C